3-(1-oxo-4-((spiro[3.3]heptan-2-ylmethyl)((1r,4r)-4-((3,3,3-trifluoropropyl)amino)cyclohexyl)amino)isoindolin-2-yl)piperidine-2,6-dione O=C1N(CC2=C(C=CC=C12)N(C1CCC(CC1)NCCC(F)(F)F)CC1CC2(C1)CCC2)C2C(NC(CC2)=O)=O